rel-1-[(3'S)-3'H-spiro[cyclopropane-1,2'-furo[3,2-b]pyridin]-3'-yl]methanamine dihydrochloride Cl.Cl.O1C2([C@H](C3=NC=CC=C31)CN)CC2 |o1:4|